4,4-difluorocyclohexyl-(methyl)-1-(3,3,3-trifluoropropyl)-1H-pyrazole-4-carboxamide FC1(CCC(CC1)C1=C(C(=NN1CCC(F)(F)F)C)C(=O)N)F